C(C1=CC=C(C(=O)O)C=C1)(=O)O.C1(CCC(CC1)CO)CO 4-cyclohexanedimethanol Terephthalate